diethylbis(2-hydroxyethyl)ammonium C(C)[N+](CCO)(CCO)CC